C1NCC12CN(CC2)C2=CN=CC(=N2)C=2SC(=NN2)C 2-(6-(2,6-diazaspiro[3.4]octan-6-yl)pyrazin-2-yl)-5-methyl-1,3,4-thiadiazole